C/C(=C/CO)/CCC=C(C)C (Z)-3,7-dimethyloctan-2,6-dien-1-ol